2-Phenylethylisoamylether C1(=CC=CC=C1)CCOCCC(C)C